OCC1CCC(CC1)C=1SC2=C(N1)C=C(C(=C2)NC(=O)C2=NC(=CC=C2)C(F)(F)F)C(C)(O)C N-[2-[4-(hydroxymethyl)cyclohexyl]-5-(1-hydroxyl-methyl-ethyl)-1,3-benzothiazol-6-yl]-6-(trifluoromethyl)pyridine-2-carboxamide